N-(4-(6-oxa-2-azaspiro[3.5]nonan-2-yl)cyclohexyl)-2-iodo-1-(2,2,2-trifluoroethyl)-1H-indol-4-amine C1N(CC12COCCC2)C2CCC(CC2)NC=2C=1C=C(N(C1C=CC2)CC(F)(F)F)I